1-(3-((4,4-bis(((Z)-oct-5-en-1-yl)oxy)butanoyl)oxy)-2-(((((1-ethylpiperidin-3-yl)methoxy)carbonyl)oxy)methyl)propyl) 7-(non-3-yn-1-yl) heptanedioate C(CCCCCC(=O)OCCC#CCCCCC)(=O)OCC(COC(CCC(OCCCC\C=C/CC)OCCCC\C=C/CC)=O)COC(=O)OCC1CN(CCC1)CC